C(C)OC(=O)C=1N=C(SC1)C1[C@H]2CN(C[C@@H]12)C(=O)OC(C)(C)C Tert-butyl (1R,5S,6R)-6-[4-(ethoxycarbonyl)-1,3-thiazol-2-yl]-3-azabicyclo[3.1.0]hexane-3-carboxylate